3-bromo-1-(methyl-d3)-7-nitro-1H-indazole BrC1=NN(C2=C(C=CC=C12)[N+](=O)[O-])C([2H])([2H])[2H]